1-(5-chloro-4-((3-(3-hydroxy-3-methylbutyl)-1-methyl-2-oxo-2,3-dihydro-1H-benzo[d]imidazol-5-yl)amino)pyrimidin-2-yl)piperidine-3-carbonitrile ClC=1C(=NC(=NC1)N1CC(CCC1)C#N)NC1=CC2=C(N(C(N2CCC(C)(C)O)=O)C)C=C1